methyl-i-propylpyrrolidinium bis(trifluoromethanesulfonyl)imide [N-](S(=O)(=O)C(F)(F)F)S(=O)(=O)C(F)(F)F.C[N+]1(CCCC1)C(C)C